Cis-methyl (Z)-2-(3-oxo-2-(pent-2-en-1-yl)cyclopentyl)acetate O=C1[C@@H]([C@@H](CC1)CC(=O)OC)C\C=C/CC